9-(1-aminoethyl)-2-(3-fluorophenyl)-3,7-dimethyl-pyrido[1,2-a]pyrimidin-4-one NC(C)C1=CC(=CN2C1=NC(=C(C2=O)C)C2=CC(=CC=C2)F)C